N-(4-methoxy-5-((6-((R)-3-(naphthalene-2-yl)isoxazolidine-2-yl)pyrimidine-4-yl)amino)-2-(4-(4-(oxetane-3-yl)piperazine-1-yl)piperidine-1-yl)phenyl)acrylamide COC1=CC(=C(C=C1NC1=NC=NC(=C1)N1OCC[C@@H]1C1=CC2=CC=CC=C2C=C1)NC(C=C)=O)N1CCC(CC1)N1CCN(CC1)C1COC1